CN1[C@@H]([C@H](CC1=O)C(=O)NCCOCCOCCC(=O)NC1CCC(CC1)C(=O)O)C=1C=NC=CC1 (1s,4s)-4-(3-(2-(2-((2S,3S)-1-Methyl-5-oxo-2-(pyridin-3-yl)pyrrolidine-3-carboxamido)ethoxy)ethoxy)propanamido)cyclohexane-1-carboxylic acid